((2-((4-methylbenzyl)oxy)naphthalen-1-yl)methyl)-1-methylpiperidin-4-amine CC1=CC=C(COC2=C(C3=CC=CC=C3C=C2)CC2N(CCC(C2)N)C)C=C1